difluorochloroacetic acid sodium salt [Na+].FC(C(=O)[O-])(Cl)F